BrC(C1=NC=C(C=N1)C=1OC(=NN1)C(F)F)Br 2-(2-(dibromomethyl)pyrimidin-5-yl)-5-(difluoromethyl)-1,3,4-oxadiazole